1,3-dihydroxy-2-ethoxymethyl-anthraquinone tert-butyl-((7-cyano-2-(2,6-dioxopiperidin-3-yl)-3-oxoisoindolin-5-yl)methyl)carbamate C(C)(C)(C)N(C(O)=O)CC=1C=C2C(N(CC2=C(C1)C#N)C1C(NC(CC1)=O)=O)=O.OC1=C(C(=CC=2C(C3=CC=CC=C3C(C12)=O)=O)O)COCC